NC1=NC=C(C2=CC=CC=C12)N1N=CC(=C1C(F)(F)F)C(=O)NC=1C(=NC(=C(C1)Br)N1N=CC=N1)C 1-(1-aminoisoquinolin-4-yl)-N-(5-bromo-2-methyl-6-(2H-1,2,3-triazol-2-yl)pyridin-3-yl)-5-(trifluoromethyl)-1H-pyrazole-4-carboxamide